FC1=C(C#N)C(=CC(=C1)CN1N=CC=C1)OC 2-fluoro-6-methoxy-4-(pyrazol-1-ylmethyl)benzonitrile